Br\C=C(/F)\C=1C=CC2=C(OC(OC2)(C)C)C1 (Z)-7-(2-bromo-1-fluorovinyl)-2,2-dimethyl-4H-benzo[d][1,3]dioxin